BrC1=C(NC2=NSC=3C2=NC=CN3)C=CC=C1C1=CC3=C(OCCO3)C=C1 3-(2-bromo-3-(1,4-benzodioxan-6-yl)anilino)isothiazolo[4,5-b]pyrazin